bis(1-methyl-1-phenylethyl) peroxid CC(C)(C1=CC=CC=C1)OOC(C)(C1=CC=CC=C1)C